(S)-tert-Butyl 3-(4-((3-chloro-4-(pyrazin-2-ylmethoxy)phenyl)amino)quinazolin-6-yl)piperidine-1-carboxylate ClC=1C=C(C=CC1OCC1=NC=CN=C1)NC1=NC=NC2=CC=C(C=C12)[C@H]1CN(CCC1)C(=O)OC(C)(C)C